FC=1C=C(C=CC1)C(C1N2N(C(C=3N1N=CC(C3O)=O)=O)CCCC2)C2=CC(=CC=C2)F 12-(bis(3-fluorophenyl)methyl)-4-hydroxy-7,8,9,10-tetrahydro-12H-dipyridazino[1,2-a:1',6'-d][1,2,4]triazine-3,5-dione